5-({[6-(difluoromethyl)pyridin-2-yl]carbonyl}amino)-2-(3-hydroxy-3-methylbutyl)-2H-indazole-6-carboxylic acid methyl ester COC(=O)C=1C(=CC2=CN(N=C2C1)CCC(C)(C)O)NC(=O)C1=NC(=CC=C1)C(F)F